decyl-dimethoxyphenoxysilane 4-(4-amino-6-(4-(2-cyclopropylacrylamido)phenyl)-7-methyl-7H-pyrrolo[2,3-d]pyrimidin-5-yl)-2-fluorophenyl-3-fluoropyrrolidine-1-carboxylate NC=1C2=C(N=CN1)N(C(=C2C2=CC(=C(C=C2)OC(=O)N2CC(CC2)F)F)C2=CC=C(C=C2)NC(C(=C)C2CC2)=O)C.C(CCCCCCCCC)[Si](OC2=CC=CC=C2)(OC)OC